(4S,5S)-2-(4-nitrophenoxy)-4,5-diphenyl-1,3,2-oxathiaphospholane 2-sulfide [N+](=O)([O-])C1=CC=C(OP2(O[C@H]([C@@H](S2)C2=CC=CC=C2)C2=CC=CC=C2)=S)C=C1